tert-butyl 7-[3-(difluoromethyl)pyrazol-1-yl]-2-azaspiro[3.5]nonane-2-carboxylate FC(C1=NN(C=C1)C1CCC2(CN(C2)C(=O)OC(C)(C)C)CC1)F